O1CCCC1 (3R)-oxolan